2-(3-cyclopropyl-1H-pyrazol-1-yl)-2-methylpropanamide C1(CC1)C1=NN(C=C1)C(C(=O)N)(C)C